tert-Butyl((1S,2R)-1-hydroxy-1-(3-(trifluoromethyl)phenyl)propan-2-yl)carbamate C(C)(C)(C)OC(N[C@@H]([C@H](C1=CC(=CC=C1)C(F)(F)F)O)C)=O